6'-(3-(4-oxa-7-azaspiro[2.5]octane-7-carbonyl)quinolin-8-yl)-2'-methyl-spiro[cyclopropane-1,1'-isoindoline]-3'-one C1CC12OCCN(C2)C(=O)C=2C=NC1=C(C=CC=C1C2)C2=CC=C1C(N(C3(C1=C2)CC3)C)=O